N-(4,5-dimethylisothiazol-3-yl)-2'-(ethoxymethyl)-4'-(hydroxymethyl)-N-((2-(trimethylsilyl)ethoxy)methyl)-[1,1'-biphenyl]-2-sulfonamide CC=1C(=NSC1C)N(S(=O)(=O)C=1C(=CC=CC1)C1=C(C=C(C=C1)CO)COCC)COCC[Si](C)(C)C